7,8-dichloro-3,4-dihydro-2H-benzo[2,1-b][1,4]oxazin-3-one ClC1=C(C=2OCC(NC2C=C1)=O)Cl